C1=CC(=CC=C1CP(=O)(O)O[C@H](C2=CC=C(C=C2)[N+](=O)[O-])[C@@H](CO)NC(=O)C(Cl)Cl)NC(=O)C(F)(F)F The molecule is a C-nitro compound that is a chloramphenicol phosphonate hapten which acts as a transition state analogue for the hydrolysis of chloramphenicol esters mediated by the catalytic antibody 7C8. It has a role as a hapten. It is an organochlorine compound, a C-nitro compound and a trifluoroacetamide. It derives from a chloramphenicol.